C(CCCCC)(=O)SCCC[Si](OC)(OC)OC 3-hexanoylthiopropyltrimethoxysilane